4,4'-[thiobismethylene]bis[2,6-bis(1,1-dimethylethyl)phenol] S(CC1=CC(=C(C(=C1)C(C)(C)C)O)C(C)(C)C)CC1=CC(=C(C(=C1)C(C)(C)C)O)C(C)(C)C